BrC1=NN2C(C=C(C=C2)F)=N1 2-bromo-7-fluoro-[1,2,4]triazolo[1,5-a]pyridine